ClC1=C(C=CC(=C1)F)C#CC1CN(C1)C(=O)N1CCN(CC1)C=1OC=2C(=NC(=CC2)Cl)N1 [3-[2-(2-chloro-4-fluoro-phenyl)ethynyl]azetidin-1-yl]-[4-(5-chlorooxazolo[4,5-b]pyridin-2-yl)piperazin-1-yl]methanone